C[C@@H]1N(C[C@H](N(C1)[C@H](C)C=1C=C2N=CC=NC2=CC1)C)C=1C=2C(N(C(C1)=O)CC1=CC=C(C=C1)OC)=CN(N2)C2OCCCC2 7-((2S,5R)-2,5-dimethyl-4-((R)-1-(quinoxalin-6-yl)ethyl)piperazin-1-yl)-4-(4-methoxybenzyl)-2-(tetrahydro-2H-pyran-2-yl)-2,4-dihydro-5H-pyrazolo[4,3-b]pyridin-5-one